2,2-bis(3-aminophenyl)propane NC=1C=C(C=CC1)C(C)(C)C1=CC(=CC=C1)N